CN1CCC2(CCN(CC2)NC2=CC=CC=C2)CC1 9-methyl-3,9-diazaspiro[5.5]undecan-3-ylaniline